(2S,4r)-N-[[(3S,5r)-4-benzyl-3-(hydroxymethyl)-5-methyl-morpholin-3-yl]methyl]-1-[(2S)-2-(4-cyclopropyltriazol-1-yl)-3,3-dimethyl-butyryl]-4-hydroxy-pyrrolidine-2-carboxamide C(C1=CC=CC=C1)N1[C@](COC[C@H]1C)(CO)CNC(=O)[C@H]1N(C[C@@H](C1)O)C([C@H](C(C)(C)C)N1N=NC(=C1)C1CC1)=O